6-chloro-4-((1R,5R)-2-(2-fluoroacryloyl)-2,6-diazabicyclo[3.2.0]hept-6-yl)-2-((tetrahydro-1H-pyrrolizin-7a(5H)-yl)methoxy)-7-(5,6,7,8-tetrahydronaphthalen-1-yl)quinoline-3-acetonitrile ClC=1C=C2C(=C(C(=NC2=CC1C1=CC=CC=2CCCCC12)OCC12CCCN2CCC1)CC#N)N1[C@@H]2CCN([C@@H]2C1)C(C(=C)F)=O